1-(2-bromo-4-(2-(4-(2-hydroxy-3-(piperazin-1-yl)propoxy)phenyl)propan-2-yl)phenoxy)-3-chloropropan-2-ol BrC1=C(OCC(CCl)O)C=CC(=C1)C(C)(C)C1=CC=C(C=C1)OCC(CN1CCNCC1)O